2-ethylbutyl ((perfluorophenoxy)((5,6,7,8-tetrahydronaphthalen-2-yl)oxy)phosphoryl)-L-alaninate FC1=C(OP(=O)(OC2=CC=3CCCCC3C=C2)N[C@@H](C)C(=O)OCC(CC)CC)C(=C(C(=C1F)F)F)F